carbamoyllithium phosphate P(=O)(O)(O)O.C(N)(=O)[Li]